N1=C(N=CC=C1)SSC1=NC=CC=N1 1,2-DI(PYRIMIDIN-2-YL)DISULFANE